Tert-Butyl-3-(2-fluoro-4-(trifluoromethyl)phenethyl)azetidine C(C)(C)(C)N1CC(C1)CCC1=C(C=C(C=C1)C(F)(F)F)F